ClC=1C=C(C=C(C1[C@H]1N([C@@H](CC2=C3C(=CC=C12)NN=C3)C)CC(F)(F)F)Cl)N[C@H]3CN(CC3)CCCF (R)-N-(3,5-Dichloro-4-((6S,8R)-8-methyl-7-(2,2,2-trifluoroethyl)-6,7,8,9-Tetrahydro-3H-pyrazolo[4,3-f]isoquinolin-6-yl)phenyl)-1-(3-fluoropropyl)pyrrolidin-3-amine